2'-O-methyl-2-amino-adenosine CO[C@H]1[C@@H](O[C@@H]([C@H]1O)CO)N1C=NC=2C(N)=NC(=NC12)N